C(C1=CC=CC=C1)N1CCC(=C(C1)C=1OC(=CN1)C1=CC(=C(C=C1)OC)CC)CC 2-(1-benzyl-4-ethyl-3,6-dihydro-2H-pyridin-5-yl)-5-(3-ethyl-4-methoxy-phenyl)oxazole